FC(C(C(F)(F)F)(F)F)(C(=O)[O-])F.C(CCCCCCC)OC1=CC=C(C=C1)[I+]C1=CC=C(C=C1)OCCCCCCCC bis(4-octyloxyphenyl)iodonium perfluoropropane-1-carboxylate